3-(5-((4-(3-((3-amino-5-(4-amino-4-methylpiperidin-1-yl)pyrazin-2-yl)thio)-2-chlorophenyl)piperazin-1-yl)methyl)-7-fluoro-1-oxoisoindolin-2-yl)piperidine-2,6-dione NC=1C(=NC=C(N1)N1CCC(CC1)(C)N)SC=1C(=C(C=CC1)N1CCN(CC1)CC=1C=C2CN(C(C2=C(C1)F)=O)C1C(NC(CC1)=O)=O)Cl